trans-4-((5-fluoro-4-(3-(6-oxo-1,6-dihydropyridin-3-yl)phenyl)pyrimidin-2-yl)amino)cyclohexane-1-carboxamide FC=1C(=NC(=NC1)N[C@@H]1CC[C@H](CC1)C(=O)N)C1=CC(=CC=C1)C1=CNC(C=C1)=O